5-(4,6-diphenyl-1,3,5-triazin-2-yl)-2,3,4-tris(5H-pyrido[3,2-b]indol-5-yl)benzonitrile C1(=CC=CC=C1)C1=NC(=NC(=N1)C1=CC=CC=C1)C=1C(=C(C(=C(C#N)C1)N1C2=C(C=3C=CC=CC13)N=CC=C2)N2C1=C(C=3C=CC=CC23)N=CC=C1)N1C2=C(C=3C=CC=CC13)N=CC=C2